C(N)(=O)C=1SC=CC1NC(CCC(=O)O)=O 4-[(2-carbamoyl-3-thienyl)amino]-4-oxo-butyric acid